[C].[Bi] bismuth compound with carbon